FC1=C(C(=O)C2=CNC3=NC=C(C=C32)C=3C=NC(=NC3)C(=O)N)C=CC(=C1NS(=O)(=O)CCC)F 5-(3-(2,4-difluoro-3-(propylsulfonamido)benzoyl)-1H-pyrrolo[2,3-b]pyridin-5-yl)-pyrimidine-2-carboxamide